N=1C=CN2C1C=CC=C2C(=O)O Imidazo[1,2-a]pyridine-5-carboxylic acid